C(CCC)C=1C=C(C=CC1)S(=O)(=O)NC=1C=C(C=CC1)/C=C/[C@@H](CCOC1=C(C=CC=C1)CCC(=O)O)O 3-[2-[(E,3R)-5-[3-[(3-Butylphenyl)sulfonylamino]phenyl]-3-hydroxypent-4-enoxy]phenyl]propanoic Acid